C(C)(C)(C)OC(=O)N1CC2(CC(C2)N)CC1.FC(C=1C=CC(=NC1)CN1CCC2(CN(C2)C(=O)N2C[C@H](CC2)C(=O)N)C1)(F)F (3S)-1-[7-[[5-(trifluoromethyl)-2-pyridinyl]methyl]-2,7-diazaspiro[3.4]octane-2-carbonyl]pyrrolidine-3-carboxamide tert-butyl-(2s,4r)-2-amino-6-azaspiro[3.4]octane-6-carboxylate